cetyl ether sulfate sodium salt [Na+].S(=O)(=O)([O-])[O-].C(CCCCCCCCCCCCCCC)OCCCCCCCCCCCCCCCC.[Na+]